1,3-bis-(2-pyridinyl)-propane-1,3-dione N1=C(C=CC=C1)C(CC(=O)C1=NC=CC=C1)=O